isobutyl 4-(9-cyano-3,5-dihydro-2H-pyrido[3,4-f][1,4]oxazepine-4-carbonyl)-4-fluoro-piperidine-1-carboxylate C(#N)C1=CN=CC=2CN(CCOC21)C(=O)C2(CCN(CC2)C(=O)OCC(C)C)F